ClC=1C=CC(=NC1)N[C@@H]1C[C@@H]2CN([C@H]1C2)C(=O)C2=C(C(=CC=C2)F)C2=NC=CC=N2 ((1S,4S,6R)-6-((5-chloropyridin-2-yl)amino)-2-azabicyclo[2.2.1]hept-2-yl)(3-fluoro-2-(pyrimidin-2-yl)phenyl)methanone